N-[(1S)-1-[[2-chloro-5-(1-isopropyl-6-oxo-3-pyridyl)phenyl]methyl]-2-[4-(4-methyl-1,2,4-triazol-3-yl)anilino]-2-oxo-ethyl]-2-isopropyl-pyrazole-3-carboxamide ClC1=C(C=C(C=C1)C1=CN(C(C=C1)=O)C(C)C)C[C@@H](C(=O)NC1=CC=C(C=C1)C1=NN=CN1C)NC(=O)C=1N(N=CC1)C(C)C